C(C1=CC(C(=O)OOOC(C)(C)C)=CC=C1)(=O)OOOC(C)(C)C bis(t-butyl peroxy) isophthalate